FC=1C=C(C=C2C(=CC=NC12)[C@@H](C)O)C1=NC(=NC=C1F)NC1=NC=C(C=N1)C1CCNCC1 |r| (±)-1-(8-Fluoro-6-(5-fluoro-2-((5-(piperidin-4-yl)pyrimidin-2-yl)amino)pyrimidin-4-yl)quinolin-4-yl)ethanol